[Na].[AsH3] arsine monosodium